methyl 2-((6-((1-acryloylpiperidin-4-yl)oxy)-7-methoxyquinazolin-4-yl)amino)-2-(3-chlorophenyl)acetate C(C=C)(=O)N1CCC(CC1)OC=1C=C2C(=NC=NC2=CC1OC)NC(C(=O)OC)C1=CC(=CC=C1)Cl